2',6'-bis(ethoxymethoxy)-5-methyl-4'-pentyl-2-(prop-1-en-2-yl)-1,2,3,4-tetrahydro-1,1'-biphenyl C(C)OCOC1=C(C(=CC(=C1)CCCCC)OCOCC)C1C(CCC(=C1)C)C(=C)C